1-(2-fluoroethyl)-N-(6-(thiazol-5-yl)isoquinolin-3-yl)piperidine-4-carboxamide FCCN1CCC(CC1)C(=O)NC=1N=CC2=CC=C(C=C2C1)C1=CN=CS1